4-(2-fluoro-5-(3-(6-methylpyridin-2-yl)-1H-pyrazol-4-yl)phenyl)-1H-pyrazol FC1=C(C=C(C=C1)C=1C(=NNC1)C1=NC(=CC=C1)C)C=1C=NNC1